2,3-dihydroxy-6-nitro-7-sulfamoylbenzo[f]quinoxaline OC=1C(=NC=2C=C(C3=C(C2N1)C=CC=C3S(N)(=O)=O)[N+](=O)[O-])O